[BH4-].C(CCC)(=O)O[NH+](OC(CCC)=O)OC(CCC)=O tributyryloxyammonium borohydride